(2S)-2-amino-2-(4-methylcyclohexyl)acetic acid ethyl ester C(C)OC([C@H](C1CCC(CC1)C)N)=O